CC1CC2CC(C3(C(=C2C1=O)C)CC3)=O 2',4'-dimethyl-1',2',7',7a'-tetrahydrospiro[cyclopropane-1,5'-indene]-3',6'-dione